[Si](C1=CC=CC=C1)(C1=CC=CC=C1)(C(C)(C)C)OC[C@@H]1C[C@@H]([C@@H](N1C(=O)[O-])C(=O)[O-])N(S(=O)(=O)C)CC1=CC=C(C=C1)OC (2R,3S,5S)-5-(((tert-butyldiphenylsilyl)oxy)methyl)-3-(N-(4-methoxybenzyl)methylsulfonamido)pyrrolidine-1,2-dicarboxylate